OCC1(CCNCC1)CNC(C)=O N-((4-(hydroxymethyl)piperidin-4-yl)methyl)acetamide